FC(C1=CC(=CC(=C1)Br)C(F)(F)F)(F)F 1,3-bis(trifluoromethyl)-5-bromobenzene